methanone Hydrochloride Cl.C=O